FC(OC1=C(C=C(C=C1)SC(C)C)C1=NN(C=C1NC(=O)C=1C=NN2C1N=CC=C2)CC=2N=NN(C2)C2CCN(CC2)C2COCC2)F N-[3-[2-(difluoromethoxy)-5-isopropylsulfanyl-phenyl]-1-[[1-(1-tetrahydrofuran-3-yl-4-piperidyl)triazol-4-yl]methyl]pyrazol-4-yl]pyrazolo[1,5-a]pyrimidine-3-carboxamide